(R)-2-cyclopropyl-5-(4-(4-isopropylpyrazolo[1,5-a]pyridin-2-yl)-1,4,6,7-tetrahydro-5H-imidazo[4,5-c]pyridin-5-yl)-1,3,4-oxadiazole C1(CC1)C=1OC(=NN1)N1[C@H](C2=C(CC1)NC=N2)C2=NN1C(C(=CC=C1)C(C)C)=C2